C1(C(C=CC=C1)(C=1C(=CC=CC1)O)O)O Biphenol-2-ol